FC1=CC(=C2C=CN(C2=C1)S(=O)(=O)C)B1OC(C(O1)(C)C)(C)C 6-fluoro-1-(methylsulfonyl)-4-(4,4,5,5-tetramethyl-1,3,2-dioxaborolan-2-yl)-1H-indole